C(C)C(CO)CCCC 2-ethylhexyl alcohol